FC=1C=CC=C(C(=O)N(C2COC2)C(C)C)C1 5-fluoro-N-isopropyl-N-(oxetan-3-yl)benzamide